C1(=CC=CC=C1)C(C1=CC=CC=C1)=NC=1C=C(C(=NC1)C=1C=NC=C(C1)C(F)(F)F)S(=O)(=O)N 5-[(diphenylmethylene)amino]-5'-(trifluoromethyl)-2,3'-bipyridine-3-sulfonamide